FC(C(C(C(C(C(C(F)(F)F)(F)F)=O)(C(F)(F)F)C(F)(F)F)=O)(F)F)(F)F 1,1,1,2,2,6,6,7,7,7-decafluoro-4,4-bis(trifluoromethyl)heptane-3,5-dione